N-Methoxy-1-[1-[[4-[5-(trifluoromethyl)-1,2,4-oxadiazol-3-yl]phenyl]methyl]pyrazol-4-yl]methanimin CON=CC=1C=NN(C1)CC1=CC=C(C=C1)C1=NOC(=N1)C(F)(F)F